6-chloro-3-[[4-hydroxy-1-[(3R,4R)-1-[4-methyl-2-(6-methyl-3-pyridyl)thiazole-5-carbonyl]-3-phenyl-piperidine-4-carbonyl]-4-piperidinyl]methyl]-7-phenyl-pyrrolo[2,3-d]pyrimidin-4-one ClC1=CC2=C(N=CN(C2=O)CC2(CCN(CC2)C(=O)[C@H]2[C@@H](CN(CC2)C(=O)C2=C(N=C(S2)C=2C=NC(=CC2)C)C)C2=CC=CC=C2)O)N1C1=CC=CC=C1